(dimethyl-(2-oxobut-3-en-1-yl)ammonio)methanesulfonic acid C[N+](CC(C=C)=O)(C)CS(=O)(=O)O